O=C([C@H](O)[C@@H](O)[C@H](O)[C@H](O)CO)O.C([C@@H](O)[C@@H](O)[C@H](O)[C@H](O)CO)O mannitol gluconate